2-(2-(5-Isopropylcyclohex-1-en-1-yl)ethyl)-1,3-dioxolane C(C)(C)C1CCC=C(C1)CCC1OCCO1